Cl.N[C@H]1CN(CC[C@@H]2N(C1=O)[C@@H](CC2)C(=O)N[C@@H]2CCOC1=CC=CC=C21)C(=O)NCCF (5S,8S,10aR)-5-amino-N8-((R)-chroman-4-yl)-N3-(2-fluoroethyl)-6-oxooctahydropyrrolo[1,2-a][1,5]diazocine-3,8(4H)-dicarboxamide hydrochloride